1-(methylsulfonyl)piperidine-4-carboxamide CS(=O)(=O)N1CCC(CC1)C(=O)N